2-Chloro-N-{3,5-difluoro-4-[2-(methylamino)-5H,6H,7H,8H-pyrido[4,3-d]pyrimidin-6-yl]pyridin-2-yl}-5-methoxypyridine-4-sulfonamide ClC1=NC=C(C(=C1)S(=O)(=O)NC1=NC=C(C(=C1F)N1CC2=C(N=C(N=C2)NC)CC1)F)OC